N-[(1RS,4SR,9RS)-1,2,3,4-tetrahydro-9-isopropyl-1,4-methanonaphthalen-5-yl]amine C(C)(C)[C@@H]1[C@H]2CC[C@@H]1C1=C(C=CC=C21)N |r|